2-(2-benzothiazolyl)phenylphenol S1C(=NC2=C1C=CC=C2)C2=C(C=CC=C2)C2=C(C=CC=C2)O